3-(4-(trifluoromethyl)phenyl)urea FC(C1=CC=C(C=C1)NC(N)=O)(F)F